NC1=NC=2C=CC(=CC2C2=C1C=NN2C)C(=O)N(C)C2COC1=C2C=CC(=C1)C#CC=1C=NN(C1C)C 4-amino-N-(6-((1,5-dimethyl-1H-pyrazol-4-yl)ethynyl)-2,3-dihydrobenzofuran-3-yl)-N,1-dimethyl-1H-pyrazolo[4,3-c]quinoline-8-carboxamide